trifluoronitrobenzene C1=CC(=C(C(=C1[N+](=O)[O-])F)F)F